(R) or (S)-1-(difluoromethyl)-N'-((1',5',6',7'-tetrahydro-2'H-spiro[cyclopropane-1,3'-dicyclopenta[b,e]pyridin]-8'-yl)carbamoyl)-1H-pyrazole-3-sulfonimidamide FC(N1N=C(C=C1)[S@@](=O)(N)=NC(NC1=C2C(=NC3=C1CCC3)C3(CC2)CC3)=O)F |o1:7|